2-methyl-1,8-octylene carbonate C1(OCC(CCCCCCO1)C)=O